C(C1=CC=CC=C1)OC(=O)NC(C(C(C(=O)[O-])=[N+]=[N-])=O)CC (benzyl oxy (carbonyl)amino)-2-diazo-3-oxohexanoate